OC(CCC)([2H])C1=CC(=C(C=N1)C=1C=2N(C3=CC(=NC=C3C1)NC(C)=O)C=CN2)C N-(4-(6-(1-hydroxybutyl-1-d)-4-methylpyridin-3-yl)imidazo[1,2-a][1,6]naphthyridin-8-yl)acetamide